1-methyl-2-nitro-1,2,3,4-tetrahydroquinoline-6,7-diol CN1C(CCC2=CC(=C(C=C12)O)O)[N+](=O)[O-]